C(C1=CC=CC=C1)N1CC=2C(N=C3N(C2C(C1)(F)F)CCN3CC3=CC(=CC=C3)C)=O 7-benzyl-9,9-difluoro-3-(3-methylbenzyl)-2,3,6,7,8,9-hexahydroimidazo[1,2-a]pyrido[3,4-e]pyrimidin-5(1H)-one